1'-(cyclopropylmethyl)-5-fluoro-4'-carbonyl-1',4'-dihydro-[2,3'-bipyridine]-5'-carboxamide C1(CC1)CN1C=C(C(C(=C1)C(=O)N)=C=O)C1=NC=C(C=C1)F